ClC=1C=C(C=2N(N1)C(=CN2)C(=O)N[C@H]2[C@H](C2)F)NC 6-Chloro-N-[(1R,2S)-2-fluorocyclopropyl]-8-(methylamino)imidazo[1,2-b]pyridazine-3-carboxamide